CC1=C(OC(C(=O)O)(C)C)C(=CC(=C1)\C=C\C(=O)C1=CC=C(C=2N=C(OC21)C)SC)C (E)-2-(2,6-dimethyl-4-(3-(2-methyl-4-(methylthio)benzo[d]oxazol-7-yl)-3-oxoprop-1-en-1-yl)phenoxy)-2-methylpropanoic acid